OC(C)([C@H]1CC[C@H]2[C@@H]3CC[C@H]4CCCC[C@]4(C)[C@H]3CC[C@]12CC(=O)O)O 20,20-dihydroxy-5alpha-pregnane-18-carboxylic acid